(S)-2-(cyanomethyl)-4-{7-(3-hydroxynaphthalen-1-yl)-2-[((S)-1-methylpyrrolidin-2-yl)methoxy]-5,6,7,8-tetrahydropyrido[3,4-d]pyrimidin-4-yl}piperazine-1-carboxylic acid tert-butyl ester C(C)(C)(C)OC(=O)N1[C@H](CN(CC1)C=1C2=C(N=C(N1)OC[C@H]1N(CCC1)C)CN(CC2)C2=CC(=CC1=CC=CC=C21)O)CC#N